FC(C=1N=CC=2N(C1)C(=CN2)C2=NC=CC(=N2)N2C[C@H]1[C@@H](CC2)CNC1=O)(F)F (3aR,7aR)-5-(2-(6-(Trifluoromethyl)imidazo[1,2-a]pyrazin-3-yl)pyrimidin-4-yl)octahydro-3H-pyrrolo[3,4-c]pyridin-3-one